N'-(2,5-dimethyl-4-(3-((4-methylbenzyl)oxy)oxetan-3-yl)phenyl)-N-ethyl-N-methylformimidamide CC1=C(C=C(C(=C1)C1(COC1)OCC1=CC=C(C=C1)C)C)N=CN(C)CC